C[C@@H]1COC[C@@H](N1C(CC=1C(OC2=CC(=C(C=C2C1C)OC)O)=O)=O)C 3-(2-((3R,5S)-3,5-dimethylmorpholino)-2-oxoethyl)-7-hydroxy-6-methoxy-4-methyl-2H-chromen-2-one